cyclohexylidenebis[N,N'-bis(p-tolyl)aniline] C1(CCCCC1)(C1=C(N(C2=CC=C(C=C2)C)C2=CC=C(C=C2)C)C=CC=C1)C1=C(N(C2=CC=C(C=C2)C)C2=CC=C(C=C2)C)C=CC=C1